FS(C1=CC=C(C=C1)NC(=O)N1CC(CC1)CNC(OC(C)(C)C)=O)(F)(F)(F)F tert-Butyl N-[(1-{[4-(pentafluorosulfanyl)phenyl]carbamoyl}pyrrolidin-3-yl)methyl]carbamate